Trifluoromethanesulfonate copper [Cu+2].FC(S(=O)(=O)[O-])(F)F.FC(S(=O)(=O)[O-])(F)F